C(#N)C1CC(CC1)N1C=C(C=2C1=NC=C(C2)C=2C(=NOC2C)C)C2=C(C=C(C(=O)O)C=C2)OC(F)(F)F 4-(1-(3-cyanocyclopentyl)-5-(3,5-dimethylisoxazol-4-yl)-1H-pyrrolo[2,3-b]pyridin-3-yl)-3-(trifluoromethoxy)benzoic acid